BrC=1C(N(C(=CC1OCC=1C=NC=CC1F)C)C1=CC(=NC=C1C)C1=NC(=NC=C1C)C(C)(C)O)=O (P)-3-bromo-4-((4-fluoropyridin-3-yl)methoxy)-2'-(2-(2-hydroxypropan-2-yl)-5-methylpyrimidin-4-yl)-5',6-dimethyl-2H-[1,4'-bipyridin]-2-one